C(C=CCCC)(=O)OCC[N+](C)(C)C.ClC1=C(C=C(S1)C(=O)N(C)C)C1COCCCN1 5-chloro-N,N-dimethyl-4-(1,4-oxazepan-3-yl)thiophene-2-carboxamide choline hexenoate